N-[3-chloro-4-[4-[2-(1-methylpyrrolidin-1-ium-1-yl)acetyl]piperazine-1-carbonyl]-phenyl]-5-(2,3-difluoro-4-meth-oxy-phenyl)-1-methyl-imidazole-2-carboxamide ClC=1C=C(C=CC1C(=O)N1CCN(CC1)C(C[N+]1(CCCC1)C)=O)NC(=O)C=1N(C(=CN1)C1=C(C(=C(C=C1)OC)F)F)C